ClC=1C=CC(=C(C1)S(=O)(=O)N1CC(C2=CC=C(C=C12)C(=O)NC1=CC(=C(C(=O)O)C=C1)F)C)OC 4-{[1-(5-Chloro-2-methoxy-benzenesulfonyl)-3-methyl-2,3-dihydro-1H-indole-6-carbonyl]-amino}-2-fluoro-benzoic acid